p-mentha-1(6),8-dien-2-one C=1(C(CC(CC1)C(=C)C)=O)C